tert-Butyl((1S,2R)-1-(3-fluorophenyl)-1-hydroxypropan-2-yl)carbamate C(C)(C)(C)OC(N[C@@H]([C@@H](O)C1=CC(=CC=C1)F)C)=O